C1(=CC=CC=C1)CC1=CC=C(C=C1)C(C)=O 1-(4-(Phenylmethyl)phenyl)ethan-1-one